15-hydroxyicosa-5,8,11,13-tetraenoic acid OC(C=CC=CCC=CCC=CCCCC(=O)O)CCCCC